(S)-1-(6-chloro-4-isopropyl-2,7-naphthyridin-1-yl)azetidine-2-carboxylic acid Methyl-(S)-1-(6-chloro-4-isopropyl-2,7-naphthyridin-1-yl)azetidine-2-carboxylate COC(=O)[C@H]1N(CC1)C1=NC=C(C2=CC(=NC=C12)Cl)C(C)C.ClC=1C=C2C(=CN=C(C2=CN1)N1[C@@H](CC1)C(=O)O)C(C)C